2-(3-mercaptopropyl)-4-mercaptomethyl-1,3-dithiolane SCCCC1SCC(S1)CS